Cl.FC=1C=C(C=C(C1)F)N1[C@H](CNCC1)C (s)-1-(3,5-difluorophenyl)-2-methylpiperazine hydrochloride